CC(C)N1CCC(CC1)N1CCN(CCC1)C1=NC(=CC=C1)C=1NC=C(N1)C(F)(F)F 1-[1-(Propan-2-yl)piperidin-4-yl]-4-{6-[4-(trifluoromethyl)-1H-imidazol-2-yl]pyridine-2-yl}-1,4-diazepane